C(C)N1C(=NC2=C1C=C(C(=C2)Br)Br)C 1-ethyl-2-methyl-5,6-dibromobenzimidazole